(2R,4S)-tert-butyl 4-(6-chloro-8-(2-(hydroxymethyl)thieno[3,2-b]pyridin-7-yl)-3,4-dihydroquinolin-1(2H)-yl)-2-(2-hydroxypropan-2-yl)pyrrolidine-1-carboxylate ClC=1C=C2CCCN(C2=C(C1)C1=C2C(=NC=C1)C=C(S2)CO)[C@H]2C[C@@H](N(C2)C(=O)OC(C)(C)C)C(C)(C)O